C(CCCCCCC)[SiH2]CCCCCN1C=CC=C1 1-(5-(octylsilyl)pentanyl)1H-pyrrole